ClC1=C(OCC(=O)NC=2C=CC3=CN(N=C3C2)C)C=CC(=C1Cl)C(C(CC)=C)=O 2-(2,3-dichloro-4-(2-methylenebutanoyl)phenoxy)-N-(2-methyl-2H-indazol-6-yl)acetamide